1,1'-bis(di-tert-butyl-phosphino)-ferrocene C(C)(C)(C)P([C-]1C=CC=C1)C(C)(C)C.[C-]1(C=CC=C1)P(C(C)(C)C)C(C)(C)C.[Fe+2]